4-chloromethyl-2-methylstyrene ClCC1=CC(=C(C=C)C=C1)C